rac-(1r,2r,3s,4r,5s)-5-hydroxy-3-(1-methyl-3-(trifluoromethyl)-1H-pyrazol-4-yl)-N-(2-methyl-5-(trifluoromethyl)phenyl)-7-oxabicyclo[2.2.1]heptane-2-carboxamide O[C@@H]1[C@H]2[C@@H]([C@H]([C@@H](C1)O2)C(=O)NC2=C(C=CC(=C2)C(F)(F)F)C)C=2C(=NN(C2)C)C(F)(F)F |r|